N(=NC(CCC)(C)C#N)C(CCC)(C)C#N 4,4'-azobis-(4-cyanopentan)